sodium 2,2'-methylenebis(4-methyl-6-tert-butylphenyl) phosphate P1(=O)(OC2=C(C=C(C=C2C(C)(C)C)C)CC2=C(C(=CC(=C2)C)C(C)(C)C)O1)[O-].[Na+]